ClC=1C=C(C=C(C1OCC\C=C\CCO)Cl)CCC(=O)OC methyl 3-[3,5-dichloro-4-[(E)-6-hydroxyhex-3-enoxy]phenyl]propanoate